N,N-diphenyl-4'-(3-vinyl-9H-carbazol-9-yl)-[1,1'-biphenyl]-4-amine C1(=CC=CC=C1)N(C1=CC=C(C=C1)C1=CC=C(C=C1)N1C2=CC=CC=C2C=2C=C(C=CC12)C=C)C1=CC=CC=C1